CN1N=C(C2=CC=CC=C12)C1CCC(CC1)CC(=O)OCC ethyl 2-(4-(1-methyl-1H-indazol-3-yl)cyclohexyl)acetate